NCCCN(C(CCCCCN1C(C=CC1=O)=O)=O)[C@H](C(C)(C)C)C=1N(C=C(N1)C1=C(C=CC(=C1)F)F)CC1=CC=CC=C1 N-(3-aminopropyl)-N-{(1R)-1-[1-benzyl-4-(2,5-difluorophenyl)-1H-imidazol-2-yl]-2,2-dimethylpropyl}-6-(2,5-dioxo-2,5-dihydro-1H-pyrrol-1-yl)hexanamid